C1(CCCC1)N1C=CN=C2C(NC(N=C12)(N)NC=1C=C2CC(NC2=CC1)=O)=O 8-cyclopentyl-2-((2-oxindol-5-yl)amino)pterin